1-((1R,5S,6s)-6-((4-amino-5-(7-fluorobenzo[d][1,3]dioxol-4-yl)-7-isopropyl-7H-pyrrolo[2,3-d]pyrimidin-6-yl)ethynyl)-3-azabicyclo[3.1.0]hexan-3-yl)propan-1-one NC=1C2=C(N=CN1)N(C(=C2C2=CC=C(C=1OCOC12)F)C#CC1[C@@H]2CN(C[C@H]12)C(CC)=O)C(C)C